2-(4-(2-(7-isobutyl-2-methylpyrazolo[1,5-a]pyridin-5-yl)-3-isopropyl-1H-indol-5-yl)piperidin-1-yl)-N,N-dimethylacetamide C(C(C)C)C1=CC(=CC=2N1N=C(C2)C)C=2NC1=CC=C(C=C1C2C(C)C)C2CCN(CC2)CC(=O)N(C)C